CC=1OC(=C(N1)C)B1OC(C(O1)(C)C)(C)C 2,4-dimethyl-5-(4,4,5,5-tetramethyl-1,3,2-dioxaborolan-2-yl)oxazole